FC1=CC=C(C=C1)C=1C(=NC2=CC(=CC(=C2C1)C(C)=O)C)C1=CN=NN1C 1-(3-(4-fluorophenyl)-7-methyl-2-(1-methyl-1H-1,2,3-triazol-5-yl)quinolin-5-yl)ethan-1-one